ClC1=C(C=CC(=C1F)F)C1N=C(NC(=C1C(=O)OC)C1CCC(CC1)C=1OC(=C(N1)CC(=O)OCC)C)C=1SC=CN1 methyl 4-(2-chloro-3,4-difluorophenyl)-6-(4-(4-(2-ethoxy-2-oxoethyl)-5-methyloxazol-2-yl)cyclohexyl)-2-(thiazol-2-yl)-1,4-dihydropyrimidine-5-carboxylate